C1(CC1)COC=1C=C(C=C(C1)S(=O)(=O)C)NC1=C(C=NC(=C1)NC(C)=O)C1=NC=C(C=C1)OCCOC N-(4'-((3-(cyclopropylmethoxy)-5-(methylsulfonyl)phenyl)amino)-5-(2-methoxyethoxy)-[2,3'-bipyridin]-6'-yl)acetamide